(2,4,6-trioxo-1,3,5-triazinane-1,3,5-triyl)tris(ethane-2,1-diyl) triacrylate C(C=C)(=O)OCCN1C(N(C(N(C1=O)CCOC(C=C)=O)=O)CCOC(C=C)=O)=O